1-((1-acryloyl-3-fluoroazetidin-3-yl)methyl)-7-chloro-6-(2-hydroxy-6-(trifluoromethyl)phenyl)-4-(2-isopropyl-4-methylpyridin-3-yl)-1,4-dihydropyrido[2,3-b]pyrazine-2,3-dione C(C=C)(=O)N1CC(C1)(F)CN1C2=C(N(C(C1=O)=O)C=1C(=NC=CC1C)C(C)C)N=C(C(=C2)Cl)C2=C(C=CC=C2C(F)(F)F)O